IC1=CC=C(C=C1)CCCC(=O)NCCOC(CCCC(=O)O)=O 5-(2-(4-(4-iodophenyl)butanamido)ethoxy)-5-oxopentanoic acid